9,9-bis[4-(3-amino-2-t-butylphenoxy)-3-methylphenyl]fluorene NC=1C(=C(OC2=C(C=C(C=C2)C2(C3=CC=CC=C3C=3C=CC=CC23)C2=CC(=C(C=C2)OC2=C(C(=CC=C2)N)C(C)(C)C)C)C)C=CC1)C(C)(C)C